NN1C(=NC(=C1C(=O)N)C1=CC=C(C=C1)C(NC1=NC=CC(=C1)C)=O)[C@H]1NCCC1 (S)-1-amino-4-(4-((4-methylpyridin-2-yl)carbamoyl)phenyl)-2-(pyrrolidin-2-yl)-1H-imidazole-5-carboxamide